C(C)(=O)OC(COCC=C)COC(C)=O 2,3-diacetoxy-1-allyloxypropane